The molecule is the cyclic ketal obtained by formal condensation of 1-(2,4-dichlorophenyl)-2-(1H-1,2,4-triazol-1-yl)ethanone with pentane-1,2-diol. A triazole fungicide, it is used commercially as a diastereoisomeric mixture on soft fruit (including apricots, peaches, nectarines, plums and prunes), nuts (including peanuts, pecans and almonds), mushrooms, and grasses grown for seeds. It has a role as a xenobiotic, an environmental contaminant, an EC 1.14.13.70 (sterol 14alpha-demethylase) inhibitor and an antifungal agrochemical. It is a member of triazoles, a cyclic ketal, a dichlorobenzene, a conazole fungicide and a triazole fungicide. CCCC1COC(O1)(CN2C=NC=N2)C3=C(C=C(C=C3)Cl)Cl